N-(4-(3-(((1s,3s)-3-(dimethylamino)cyclobutyl)amino)-6-(pyrazolo[1,5-a]pyrimidin-3-yl)-1H-pyrazolo[4,3-c]pyridin-1-yl)-3-methoxyphenyl)cyclopropanesulfonamide CN(C1CC(C1)NC1=NN(C2=C1C=NC(=C2)C=2C=NN1C2N=CC=C1)C1=C(C=C(C=C1)NS(=O)(=O)C1CC1)OC)C